2-(3,5-dichloro-4-(4-hydroxy-3-isopropylbenzyl)phenyl)-N-methylacetamide ClC=1C=C(C=C(C1CC1=CC(=C(C=C1)O)C(C)C)Cl)CC(=O)NC